(2,3-difluoro-6-hydroxyphenyl)dihydroxyboric acid FC1=C(C(=CC=C1F)O)OOB(OO)O